1-(2-Chlorophenyl)-2-(3-chlorophenyl)-2-methylpropan-1-ol ClC1=C(C=CC=C1)C(C(C)(C)C1=CC(=CC=C1)Cl)O